valeric acid diacrylate C(C=C)(=O)O.C(C=C)(=O)O.C(CCCC)(=O)O